C(C)N1C(N(C(C(=C1)C(=O)NC1=CC(=C(C=C1)OC1=C2C(=NC=C1)NN=C2N[C@H](COC)C)F)=O)C2=CC=C(C=C2)F)=O (S)-1-ethyl-N-(3-fluoro-4-((3-((1-methoxypropan-2-yl)amino)-1H-pyrazolo[3,4-b]pyridin-4-yl)oxy)phenyl)-3-(4-fluorophenyl)-2,4-dioxo-1,2,3,4-tetra-hydropyrimidine-5-carboxamide